N-{2-[(3-methyl-1H-1,2,4-triazol-5-yl)sulfanyl]ethyl}-9-(propan-2-yl)-2-(pyridin-3-yl)-9H-purin-6-amine CC1=NNC(=N1)SCCNC1=C2N=CN(C2=NC(=N1)C=1C=NC=CC1)C(C)C